P1N=NC(=CC=C1)C=O phosphadiazepineal